1-Benzyl N-(2-hydroxyspiro[3.5]nonan-7-yl)-N-methyl-carbamate OC1CC2(C1)CCC(CC2)N(C(OCC2=CC=CC=C2)=O)C